1-methyl-2-(3-pyridyl)pyrrolidine dimethyl-3-fluoro-2-hydroxyphenylphosphonate CC=1C(=C(C(=C(C1)P(O)(O)=O)O)F)C.CN1C(CCC1)C=1C=NC=CC1